2-ethylhexyl 2-hydroxy-cyclohexanecarboxylate OC1C(CCCC1)C(=O)OCC(CCCC)CC